CC1=C2CC[C@@]3(CC[C@@H](C(=C)[C@H]3C[C@@H](C2(C)C)CC1)OC(=O)C)C taxa-4(20),11(12)-dien-5alpha-yl acetate